C(C)(C)(C)OC(=O)N1CC(CCC1)N1N=C(C2=C1C=1C=CC=C(C1S(C2)(=O)=O)F)C(=O)OCC Ethyl 1-(1-(tert-butoxycarbonyl) piperidin-3-yl)-6-fluoro-1,4-dihydrothiochromeno[4,3-c]pyrazole-3-carboxylate 5,5-dioxide